NC1=C2C(=NC=N1)N(N=C2C2=CC(=C(C=C2)N)F)C2CS(CC2)(=O)=O 3-(4-amino-3-(4-amino-3-fluorophenyl)-1H-pyrazolo[3,4-d]pyrimidin-1-yl)tetrahydrothiophene 1,1-dioxide